C(CCCCCCCCCCCCC)OC(CC(C)C)C 1,3-dimethylbutyl tetradecyl ether